5-[4'-(α-D-mannopyranosyloxy)-3'-methylphenyl]-1H-indazol-3-amine [C@H]1([C@@H](O)[C@@H](O)[C@H](O)[C@H](O1)CO)OC1=C(C=C(C=C1)C=1C=C2C(=NNC2=CC1)N)C